(4,5-dihydro-3-isoxazolyl)-2-methyl-4-(methylsulfonyl)benzoic acid O1N=C(CC1)C=1C(=C(C(=O)O)C=CC1S(=O)(=O)C)C